P(=O)(O)(O)O.P(=O)(O)(O)O.C1(=CC=CC2=CC=CC=C12)O naphthol bisphosphate